FC1=CC(=C(C=C1)N1CN(C(C2=CC=C(C=C12)C#N)=O)C=1C(=NC(=CC1)OC)C)C 1-(4-fluoro-2-methylphenyl)-3-(6-methoxy-2-methylpyridin-3-yl)-4-oxo-1,2,3,4-tetra-hydroquinazoline-7-carbonitrile